C(C)C=1C(=CC(=C(C1)O)F)C1=CC=C2C(=NN(C2=C1F)C1OCCCC1)C=1NC=CN1 5-ethyl-2-fluoro-4-(7-fluoro-3-(1H-imidazol-2-yl)-1-(tetrahydro-2H-pyran-2-yl)-1H-indazol-6-yl)phenol